(S)-4-(3-chloro-5-cyanophenethyl)-2-((4-(methylsulfonyl)phenoxy)methyl)piperazine-1-carboxylic acid tert-butyl ester C(C)(C)(C)OC(=O)N1[C@@H](CN(CC1)CCC1=CC(=CC(=C1)C#N)Cl)COC1=CC=C(C=C1)S(=O)(=O)C